1-[(4-chlorophenyl)methoxy]-4-nitrobenzene ClC1=CC=C(C=C1)COC1=CC=C(C=C1)[N+](=O)[O-]